N-(4-(4-(2-nitro-5-(trifluoromethyl)phenyl)piperazin-1-yl)butyl)Benzofuran-2-carboxamide sodium [Na].[N+](=O)([O-])C1=C(C=C(C=C1)C(F)(F)F)N1CCN(CC1)CCCCNC(=O)C=1OC2=C(C1)C=CC=C2